FC=1C=C(C=C(C1)F)[C@@H]1CC=NN1C(=O)N1CCN(CC1)C1=NC=C(C(=N1)N1C=C(C=C1C)C(=O)O)F (S)-1-(2-(4-(5-(3,5-difluorophenyl)-4,5-dihydro-1H-pyrazole-1-carbonyl)piperazin-1-yl)-5-fluoropyrimidin-4-yl)-5-methyl-1H-pyrrole-3-carboxylic acid